1-methyl-4-(4,4,5,5-tetramethyl-1,3,2-dioxaborolan-2-yl)-1,2,3-triazole CN1N=NC(=C1)B1OC(C(O1)(C)C)(C)C